2,3,5,6-tetrakis(3,6-diphenylcarbazol-9-yl)-1,4-dicyanobenzene C1(=CC=CC=C1)C=1C=CC=2N(C3=CC=C(C=C3C2C1)C1=CC=CC=C1)C1=C(C(=C(C(=C1N1C2=CC=C(C=C2C=2C=C(C=CC12)C1=CC=CC=C1)C1=CC=CC=C1)C#N)N1C2=CC=C(C=C2C=2C=C(C=CC12)C1=CC=CC=C1)C1=CC=CC=C1)N1C2=CC=C(C=C2C=2C=C(C=CC12)C1=CC=CC=C1)C1=CC=CC=C1)C#N